4-(bis(4-fluorophenyl)methyl)-1-(6-cyano-1-methyl-2-oxo-1,2-dihydro-1,5-naphthyridin-4-yl)piperazine-2-carboxylic acid methyl ester COC(=O)C1N(CCN(C1)C(C1=CC=C(C=C1)F)C1=CC=C(C=C1)F)C1=CC(N(C2=CC=C(N=C12)C#N)C)=O